CN1N=NC(=C1C1=CC=2N(C=3C=C(C=CC3C2N=C1)C(=O)OC)C1C(COCC1)O)C methyl 3-(1,4-dimethyl-1H-1,2,3-triazol-5-yl)-5-(3-hydroxytetrahydro-2H-pyran-4-yl)-5H-pyrido[3,2-b]indole-7-carboxylate